1-bromo-3-fluoropropane BrCCCF